5-(2,5-Dioxooxolan-3-yl)-8-[4-[4-[2-hydroxy-2-[4-(3-oxo-3-phenylprop-1-enyl)phenyl]ethoxy]phenyl]phenoxy]-3a,4,5,9b-tetrahydrobenzo[e][2]benzofuran-1,3-dione O=C1OC(CC1C1CC2C(C(OC2=O)=O)C2=C1C=CC(=C2)OC2=CC=C(C=C2)C2=CC=C(C=C2)OCC(C2=CC=C(C=C2)C=CC(C2=CC=CC=C2)=O)O)=O